FC=1C(=C(C=CC1)NC(=S)C1=C(CCN(C1=O)C(=O)OC(C)(C)C)O)OCC=C Tert-butyl 5-{[3-fluoro-2-(prop-2-en-1-yloxy)phenyl]carbamothioyl}-4-hydroxy-6-oxo-3,6-dihydropyridine-1(2H)-carboxylate